Br\C(=C\Br)\C1=CC2=CC=CC=C2C=C1 (E)-2-(1,2-dibromovinyl)naphthalene